N-(2-fluoro-5-((2-(4-isopropyl-3-oxopiperazin-1-yl)ethyl)carbamoyl)phenyl)-2-(1-methyl-1H-pyrazol-4-yl)-1H-pyrrolo[2,3-b]pyridine-5-carboxamide FC1=C(C=C(C=C1)C(NCCN1CC(N(CC1)C(C)C)=O)=O)NC(=O)C=1C=C2C(=NC1)NC(=C2)C=2C=NN(C2)C